3,5-dimethyl-1-(4-trifluoromethyl-phenyl)-1H-pyrazolo[3,4-b]pyridine CC1=NN(C2=NC=C(C=C21)C)C2=CC=C(C=C2)C(F)(F)F